5-tert-butyl-N-(2,2-dimethyl-6-morpholino-3H-benzofuran-5-yl)-1H-imidazole-2-carboxamide C(C)(C)(C)C1=CN=C(N1)C(=O)NC=1C(=CC2=C(CC(O2)(C)C)C1)N1CCOCC1